C(=C(CCCCCC)O)O Octen-1,2-diol